C(=C)[Si](OC#CC(C)C)(OC#CC(C)C)OC#CC(C)C vinyl-tris(methylbutynyloxy)-silane